ClC(C(=O)O[Si](C)(C)C)Cl trimethylsilyl dichloroacetate